ClC1=CC(=C(S1)C(=O)N)OCCN1CCN(CC1)C 5-chloro-3-(2-(4-methylpiperazin-1-yl)ethoxy)thiophene-2-carboxamide